N-(2-((tert-Butyldimethylsilyl)oxy)ethyl)-2-((8-chloro-1-(2,6-dichloro-4-hydroxyphenyl)-2-methyl-4-oxo-1,4-dihydro-1,6-naphthyridin-5-yl)oxy)acetamide [Si](C)(C)(C(C)(C)C)OCCNC(COC1=C2C(C=C(N(C2=C(C=N1)Cl)C1=C(C=C(C=C1Cl)O)Cl)C)=O)=O